1-chloro-4-(4-nitrophenoxymethyl)benzene ClC1=CC=C(C=C1)COC1=CC=C(C=C1)[N+](=O)[O-]